C(#N)CC1CC(C1)(C1=NN=CN1C)C=1C=C(C=CC1)C=1N=C2N(C=C(C=C2C(=O)N)CO)C1F (3-((1s,3s)-3-(cyanomethyl)-1-(4-methyl-4H-1,2,4-triazol-3-yl)cyclobutyl)phenyl)-3-fluoro-6-(hydroxymethyl)imidazo[1,2-a]pyridine-8-carboxamide